[Cl-].C[N+]1(C(C=CC=C1C)C)C N-methyl-1,2,6-trimethylpyridinium chloride